C=CC1=C(CCCCCCCCCCCCCC)O1 (6Z,9Z,3S,4R)-3,4-epoxy-octadecadien